NOCC1=CC=C(C=C1)C=1N=C2N(C=CC(=C2)C2=CC=CC=C2)C1NC1=CC=C(C(=O)OC)C=C1 Methyl 4-((2-(4-((aminooxy)methyl)phenyl)-7-phenylimidazo[1,2-a]pyridin-3-yl)amino)benzoate